diethyl ((6-(5-aminopyrimidin-2-yl)-1,4-dihydro-1,2,4,5-tetrazin-3-yl)methyl)phosphonate NC=1C=NC(=NC1)C1=NNC(=NN1)CP(OCC)(OCC)=O